FC(S(=O)(=O)[O-])(F)F.[Li+] lithium trifluoromethane-sulfonate salt